OC(CN1CCCCC1)CO 1-(2,3-dihydroxypropyl)piperidin